(1s,3s)-1-(2-(trifluoromethoxy)pyridin-3-yl)cyclobutane-1,3-diol FC(OC1=NC=CC=C1C1(CC(C1)O)O)(F)F